FC1=CC2=C(C(=C(O2)C)C(=O)NC2(CCOCC2)CO)C=C1OCC=1C(NC=CC1)=O 6-fluoro-N-(4-(hydroxymethyl)tetrahydro-2H-pyran-4-yl)-2-methyl-5-((2-oxo-1,2-dihydropyridin-3-yl)methoxy)benzofuran-3-carboxamide